2-bromo-trans-stilbene BrC1=C(C=CC=C1)\C=C\C1=CC=CC=C1